methyl 1-(5-(methoxymethyl) furan-2-yl)-9H-pyrido[3,4-b]indole-3-carboxylate COCC1=CC=C(O1)C1=NC(=CC2=C1NC1=CC=CC=C21)C(=O)OC